2-(5,5-Dimethyl-6,7-dihydropyrrolo[1,2-c]imidazol-1-yl)-2-[7-methyl-6-(4-morpholinophenyl)-4-(trifluoromethyl)indazol-2-yl]-N-thiazol-2-yl-acetamide CC1(CCC=2N1C=NC2C(C(=O)NC=2SC=CN2)N2N=C1C(=C(C=C(C1=C2)C(F)(F)F)C2=CC=C(C=C2)N2CCOCC2)C)C